NC(C)(C)C1=CC(=NC(=C1)C1=C(C=C(C=C1)C(F)(F)F)Cl)OC1[C@@H]2CN(C[C@H]12)C(=O)C1=C(N=C(S1)C1=NC=CC=N1)C ((1R,5S,6s)-6-((4-(2-aminopropan-2-yl)-6-(2-chloro-4-(trifluoromethyl)phenyl)pyridin-2-yl)oxy)-3-azabicyclo[3.1.0]hexan-3-yl)(4-methyl-2-(pyrimidin-2-yl)thiazol-5-yl)methanone